ClC1=C(C=CC=C1)\C=C\CCCC 1-(2-chlorophenyl)-trans-1-hexene